FC(C(=O)N(N)C1=C(C=C(C=C1)Cl)Cl)F (Z)-2,2-difluoro-N1-(2,4-dichlorophenyl)acethydrazide